[Si](C)(C)(C(C)(C)C)O[C@H]1[C@@H](S[C@@H]([C@H]1O)CO)N1C=2N=C(NC(C2N=C1)=O)C(C(=O)N)(C)C (9-((2R,3R,4S,5R)-3-((tert-butyldimethylsilyl)oxy)-4-hydroxy-5-(hydroxymethyl)tetrahydrothiophen-2-yl)-6-oxo-6,9-dihydro-1H-purin-2-yl)isobutyramide